C1(CC1)C(C(=O)N[C@H]1CN(C[C@H](C1)C)C1=C2C=CC=NC2=C(C=C1)C)O 2-cyclopropyl-2-hydroxy-N-[(3R,5S)-5-methyl-1-(8-methyl-quinolin-5-yl)-piperidin-3-yl]-acetamide